5-pentyl-1,3-phenylenedi(4-methylbenzenesulfonate) C(CCCC)C=1C=C(C=C(C1)C1=C(C=CC(=C1)C)S(=O)(=O)[O-])C1=C(C=CC(=C1)C)S(=O)(=O)[O-]